ClC1=C2C=C(N(C2=CC=C1Cl)C)C(=O)N[C@@]1(COCC1)C1=CC=C(C=C1)CC(=O)OCC |r| (±)-ethyl 2-[4-[3-[(4,5-dichloro-1-methyl-indole-2-carbonyl)amino]tetrahydrofuran-3-yl]phenyl]acetate